C(C)(C)C1CCC(CC1)N1CCC2(CC1)C(N(CC1=CC=CC=C12)CCN1C(CCCC1)=O)=O 1'-((1s,4s)-4-isopropylcyclohexyl)-2-(2-(2-oxopiperidin-1-yl)ethyl)-1,2-dihydro-3H-spiro[isoquinoline-4,4'-piperidin]-3-one